7-(2-fluorophenyl)-4-(3,4,5-trimethoxybenzoyl)-3,4-dihydroquinoxalin-2(1H)-one FC1=C(C=CC=C1)C1=CC=C2N(CC(NC2=C1)=O)C(C1=CC(=C(C(=C1)OC)OC)OC)=O